N-[4-(Dimethylsulfamoyl)phenyl]-2-[4-([1,2,4]triazolo[1,5-a]pyridin-7-yl)phenyl]acetamide methyl-(S)-3-(4'-hydroxy-[1,1'-biphenyl]-3-yl)-4-(methylamino)butanoate hydrochloride Cl.COC(C[C@H](CNC)C=1C=C(C=CC1)C1=CC=C(C=C1)O)=O.CN(S(=O)(=O)C1=CC=C(C=C1)NC(CC1=CC=C(C=C1)C1=CC=2N(C=C1)N=CN2)=O)C